FC1(CC(CC1)N1C(=CC2=C1N=CN=C2)C(=O)N(C)C)F 7-(3,3-difluorocyclopentyl)-N,N-dimethyl-7H-pyrrolo[2,3-d]pyrimidine-6-carboxamide